(-)-6-(methyl-d3)-8-((1R,2S)-2-methylcyclopentyl)-2-((1-(methylsulfonyl)piperidin-4-yl)amino)pyrido[2,3-d]pyrimidin-7(8H)-one C(C1=CC2=C(N=C(N=C2)NC2CCN(CC2)S(=O)(=O)C)N(C1=O)[C@H]1[C@H](CCC1)C)([2H])([2H])[2H]